(S)-5-(2-(hydroxymethyl)pyrrolidin-1-yl)pentanoic acid ethyl ester C(C)OC(CCCCN1[C@@H](CCC1)CO)=O